(S)-N-(3-fluoro-1-(isopropoxydimethylsilyl)but-3-en-2-yl)-2-methylpropane-2-sulfinamide FC(C(C[Si](C)(C)OC(C)C)N[S@@](=O)C(C)(C)C)=C